N-(6-chloroisoquinolin-8-yl)-4-(1-methylpiperidin-4-yl)benzamide ClC=1C=C2C=CN=CC2=C(C1)NC(C1=CC=C(C=C1)C1CCN(CC1)C)=O